2-bromo-5-fluoro-N-(4-fluorophenyl)-3-nitroaniline BrC1=C(NC2=CC=C(C=C2)F)C=C(C=C1[N+](=O)[O-])F